fluoropropanal FC(C=O)C